N-(4-(5-(3-ethynylbenzamido)-1-methyl-1H-pyrazol-3-yl)phenyl)-2-((2-(3-(3-methyl-3H-diazirin-3-yl)propanamido)ethoxy)methyl)benzamide C(#C)C=1C=C(C(=O)NC2=CC(=NN2C)C2=CC=C(C=C2)NC(C2=C(C=CC=C2)COCCNC(CCC2(N=N2)C)=O)=O)C=CC1